4-[3-fluoro-3'-hydroxy-2'-(2-methyl-propenyl)-biphenyl-4-yloxy]-butyric acid ethyl ester C(C)OC(CCCOC1=C(C=C(C=C1)C1=C(C(=CC=C1)O)C=C(C)C)F)=O